C(C)(C)(C)C1=CC(=CC=2C=C(OC21)C2=C(C=C(C=C2)OC)OC)O 7-(tertiary butyl)-2-(2,4-dimethoxyphenyl)-5-hydroxybenzofuran